(E)-N-ethyl-3-(3-hydroxyphenyl)-N-(thiophen-2-ylmethyl)acrylamide 2,5-dioxopyrrolidin-1-yl-(2S)-2-{[(tert-butoxy)carbonyl]amino}propanoate O=C1N(C(CC1)=O)[C@](C(=O)O)(C)NC(=O)OC(C)(C)C.C(C)N(C(\C=C\C1=CC(=CC=C1)O)=O)CC=1SC=CC1